CC=1C=CC=2N(C1)C=C(N2)CN 1-{6-methylimidazo[1,2-a]pyridin-2-yl}methanamine